1,3-diethyl-5-(3-methyl-5-(((2-(trifluoromethyl)pyridin-3-yl)oxy)methyl)piperidin-1-yl)-1,3-dihydro-2H-imidazo[4,5-b]pyrazin-2-one C(C)N1C(N(C=2C1=NC=C(N2)N2CC(CC(C2)COC=2C(=NC=CC2)C(F)(F)F)C)CC)=O